C12CN(CC(N1)C2)C=2OC1=C(N2)C(=CC=C1C=1SC=CN1)OC(C(C)(C)OC)(F)F 2-(3,6-diazabicyclo[3.1.1]heptan-3-yl)-4-(1,1-difluoro-2-methoxy-2-methylpropoxy)-7-(thiazol-2-yl)-benzo[d]oxazole